O=C1OC2=CC=CC=C2C=C1C(=O)[O-] 2-oxo-2H-chromene-3-carboxylate